C(C=C)N1N=CN=C1 prop-2-enyl-2H-1,2,4-triazole